BrC1=CC2=CN(N=C2C(=C1)OC)C1CCC(CC1)C(=O)OC Methyl 4-(5-bromo-7-methoxy-indazol-2-yl)cyclohexanecarboxylate